2-heptyl-tetrahydrofuran C(CCCCCC)C1OCCC1